BrC1=CC=CC=2SC3=C(C21)C(=CC=C3)Br 1,9-dibromodibenzothiophene